NC=1C=C(C(=O)OC)C=CC1N methyl 3,4-diaminobenzoate